5-methyl-1,2-diphenylnaphthalene CC1=C2C=CC(=C(C2=CC=C1)C1=CC=CC=C1)C1=CC=CC=C1